(E)-3-[3-[[(2S,5S)-4-(2-Hydroxypropan-2-yloxy)-5-[(6-methylpurin-9-yl)methyl]oxolan-2-yl]methoxy]-4-(1-methoxyethenyl)phenyl]-1-[2-(1-phenylmethoxyethenyl)phenyl]prop-2-en-1-one OC(C)(C)OC1C[C@H](O[C@H]1CN1C2=NC=NC(=C2N=C1)C)COC=1C=C(C=CC1C(=C)OC)/C=C/C(=O)C1=C(C=CC=C1)C(=C)OCC1=CC=CC=C1